FC(CNC(=O)C1=CC=C(C=N1)C=1C(CNCC1)C)F N-(2,2-difluoroethyl)-3'-methyl-1',2',3',6'-tetrahydro-[3,4'-bipyridine]-6-carboxamide